C(C1=CC=CC=C1)OC(=O)N1CCC2=C(C=CC=C12)C=1N=CC(=NC1)CC1CC2(C1)CCN(CC2)C(=O)OC(C)(C)C tert-butyl 2-((5-(1-((benzyloxy)carbonyl)indolin-4-yl)pyrazin-2-yl)methyl)-7-azaspiro[3.5]nonane-7-carboxylate